N[C@H](C=1N=C2N(N=CC(=C2)CO)C1)C1CCC(CC1)(F)F (S)-(2-(amino(4,4-difluorocyclohexyl)methyl)imidazo[1,2-b]pyridazin-7-yl)methanol